COC=1C=[SiH]C=2C(C3=CC=C(C=C3C2C1)OC)(C)C 3,6-dimethoxy-9,9-dimethyl-silafluorene